(R)-2-(3-(2-cyclopropylpyridin-4-yl)-1,2,4-oxadiazol-5-yl)-1-(piperidin-1-yl)propan-1-one C1(CC1)C1=NC=CC(=C1)C1=NOC(=N1)[C@H](C(=O)N1CCCCC1)C